NC1=NC=C(C=C1O[C@H](C)C=1C=C(C=CC1)NC(=O)C1=CC=C2CCN(C2=C1)C)Cl (R)-N-(3-(1-((2-Amino-5-chloropyridin-3-yl)oxy)ethyl)phenyl)-1-methylindolin-6-carboxamid